C1(CC1)N1N=C(C(=C1)C(=O)O)C(F)(F)F 1-cyclopropyl-3-(trifluoromethyl)-1H-pyrazole-4-carboxylic acid